C(C)(C)(C)OC(=O)[C@]1(C[C@H](NCC1)C)CC1=NC(=C(C(=C1F)Cl)Cl)NC1=NN(C(=C1)C)C(C)(C)C tert-butyl-(2R,4R)-4-((6-((1-(tert-butyl)-5-methyl-1H-pyrazol-3-yl) amino)-4,5-dichloro-3-fluoropyridin-2-yl) methyl)-2-methylpiperidine-4-carboxylate